(exo)-N-ethyl-N-[6-[4-(1H-pyrazol-4-yl)-1,3-benzothiazol-7-yl]pyridazin-3-yl]-8-azabicyclo[3.2.1]octan-3-amine C(C)N(C1CC2CCC(C1)N2)C=2N=NC(=CC2)C2=CC=C(C=1N=CSC12)C=1C=NNC1